C(CC)[N+](OC(CC)CCCCCCCCC)(CCC)CC(C)O N,N-dipropyl-N-3-dodecyloxy-2-hydroxypropylammonium